(E)-1-hexyl-2,5-dimethoxy-4-(2-nitrovinyl)benzene C(CCCCC)C1=C(C=C(C(=C1)OC)\C=C\[N+](=O)[O-])OC